FC1=C(C=C(C=C1)OC)C1=C(C=C(C=C1)C(=O)OC)C(CO)(C)C methyl 2'-fluoro-2-(1-hydroxy-2-methylpropan-2-yl)-5'-methoxy-[1,1'-biphenyl]-4-carboxylate